C(CCCCCCCCCCCCC)C(CCC)(N)N myristyl-butanediamine